Cl.NC12CC(C1)(C2)NC(OC(C)(C)C)=O tert-Butyl (3-aminobicyclo[1.1.1]pentan-1-yl)carbamate hydrochloride